(+/-)-cis-3-fluoro-4-((3-(methylcarbamoyl)-7-(trifluoromethyl)thieno[3,2-b]pyridin-5-yl)oxy)piperidine-1-carboxylic acid tert-butyl ester C(C)(C)(C)OC(=O)N1C[C@H]([C@H](CC1)OC1=CC(=C2C(=N1)C(=CS2)C(NC)=O)C(F)(F)F)F |r|